C(#N)C([C@@H](CC1=CC=C(C=C1)F)NC([O-])=O)O ((2R)-1-cyano-3-(4-fluorophenyl)-1-hydroxypropan-2-yl)carbamate